ONC(CCCNC(=O)C1CCCCC1)=O N-(4-(hydroxyamino)-4-oxobutyl)cyclohexane-1-carboxamide